FC1=C(C=CC(=C1)O)N(C(=O)C1(CC1)C(=O)N)C1=CC=C(C=C1)F N-(2-fluoro-4-hydroxyphenyl)-N-(4-fluorophenyl)cyclopropane-1,1-dicarboxamide